4-[4-cyano-8-(3-fluoro-phenyl)-3-hydroxy-quinolin-2-yl]-4-oxo-butyric acid ethyl ester C(C)OC(CCC(=O)C1=NC2=C(C=CC=C2C(=C1O)C#N)C1=CC(=CC=C1)F)=O